C(C=C)(=O)N1[C@@H]2CN([C@H](C1)C2)C=2C=CC=1N=CN=C(C1N2)NC=2C(=C(C#N)C=CC2)F 3-((6-((1S,4S)-5-acryloyl-2,5-diazabicyclo[2.2.1]heptan-2-yl)pyrido[3,2-d]pyrimidin-4-yl)amino)-2-fluorobenzonitrile